3-trifluoromethyl-3-phenyldiazirine FC(C1(N=N1)C1=CC=CC=C1)(F)F